(1-(3-(7-chloro-4-(dimethylamino)-2-oxoquinazolin-1(2H)-yl)phenyl)pyrrolidin-3-yl)-2-(4-(dimethylamino)-2-oxoquinazolin-1(2H)-yl)acetamide ClC1=CC=C2C(=NC(N(C2=C1)C=1C=C(C=CC1)N1CC(CC1)C(C(=O)N)N1C(N=C(C2=CC=CC=C12)N(C)C)=O)=O)N(C)C